3-((((2-amino-2-oxoethyl)amino)methyl)-4-fluorophenyl)-2-(4-fluoro-2-methylphenoxy)-5-(trifluoromethyl)benzamide copper-zirconium-titanium-vanadium [V].[Ti].[Zr].[Cu].NC(CNCC1=C(C=CC(=C1)F)C=1C(=C(C(=O)N)C=C(C1)C(F)(F)F)OC1=C(C=C(C=C1)F)C)=O